C(C)(C)(CC)OOC1(CCCCC1)OOC(C)(C)CC 1,1-bis(tert-pentyl-peroxy)cyclohexane